CN1[C@@](CCC1)(C(=O)NC1=CC(=C(C=C1)C)C(N[C@H](C)C1=CC=CC2=CC=CC=C12)=O)C (S)-1,2-dimethyl-N-(4-methyl-3-(((R)-1-(naphthalen-1-yl)ethyl)carbamoyl)phenyl)pyrrolidine-2-carboxamide